4-[(3S)-3-amino-3-methylpyrrolidin-1-yl]-5-(3,5-difluorophenyl)-N-(1,1,1-trifluoro-3-methylbutan-2-yl)pyridine-3-carboxamide N[C@@]1(CN(CC1)C1=C(C=NC=C1C1=CC(=CC(=C1)F)F)C(=O)NC(C(F)(F)F)C(C)C)C